OC1=C(CC2COC3=C(C=C(C=C3C2=O)OC)OC)C=CC=C1 3-(2-hydroxybenzyl)-6,8-dimethoxychroman-4-one